N-(4-{[2-amino-6,7-bis(methyloxy)quinolin-4-yl]oxy}-3-fluorophenyl)-N'-(4-fluorophenyl)cyclopropane-1,1-dicarboxamide NC1=NC2=CC(=C(C=C2C(=C1)OC1=C(C=C(C=C1)NC(=O)C1(CC1)C(=O)NC1=CC=C(C=C1)F)F)OC)OC